4-[[4-[[4-[(1E)-2-cyanoethenyl]-2,6-dimethylphenyl]amino]-2-pyrimidinyl]amino]-benzonitrile C(#N)/C=C/C1=CC(=C(C(=C1)C)NC1=NC(=NC=C1)NC1=CC=C(C#N)C=C1)C